FC1=C(N)C=CC=C1S(=O)(=O)C 2-fluoro-3-(methylsulfonyl)aniline